2-(7-Chloro-benzofuran-3-yl)-1-((1S,2S,6R,8S)-2,9,9-trimethyl-3,5-dioxa-4-bora-tricyclo[6.1.1.02,6]dec-4-yl)-ethylamine Hydrochloride Cl.ClC1=CC=CC=2C(=COC21)CC(B2O[C@]1([C@@H]3C([C@H](C[C@H]1O2)C3)(C)C)C)N